((3R,4R)-4-hydroxypyrrolidin-3-yl)carbamic acid tert-butyl ester hydrochloride Cl.C(C)(C)(C)OC(N[C@@H]1CNC[C@H]1O)=O